2-(4,4-difluoroazepan-1-yl)-5-methyl-6-(trifluoromethyl)pyridine FC1(CCN(CCC1)C1=NC(=C(C=C1)C)C(F)(F)F)F